6-[4-(difluoromethoxy)phenyl]-N-[(2-morpholinophenyl)methyl]pyridazine-4-carboxamide FC(OC1=CC=C(C=C1)C1=CC(=CN=N1)C(=O)NCC1=C(C=CC=C1)N1CCOCC1)F